[Si](C)(C)(C(C)(C)C)OCCN1N=CC(=C1)C1COC(CN1C(=O)NC1=CC=CC=C1)OC 5-(1-(2-((tert-butyldimethylsilyl)oxy)ethyl)-1H-pyrazol-4-yl)-2-methoxy-4-morpholinanilide